2-(dimethylamino)-6-hydroxy-2-(3-trifluoromethoxyphenyl)cyclohexan-1-one hydrochloride Cl.CN(C1(C(C(CCC1)O)=O)C1=CC(=CC=C1)OC(F)(F)F)C